C(C)(C)(C)OC(=O)N1C(CNCC1)C1=CC=C(C=N1)C1=NC(=CC=C1)NCC1=CC(=CC=C1)F (6-((3-fluorobenzyl)amino)-[2,3'-bipyridine]-6'-yl)piperazine-1-carboxylic acid tert-butyl ester